C(C)(C)(C)NC(C(=O)C1=CC(=CN1C)C(=O)OC)=O methyl 5-(2-(tert-butylamino)-2-oxoacetyl)-1-methyl-1H-pyrrole-3-carboxylate